Dibenzyl-(2,6-dichloro-3-nitro-pyridin-4-yl)-amine C(C1=CC=CC=C1)N(C1=C(C(=NC(=C1)Cl)Cl)[N+](=O)[O-])CC1=CC=CC=C1